C(C1=CC=CC=C1)N1C(C(=CC2=CC=C(C=C12)C(F)(F)F)C(=O)[O-])=O 1-benzyl-2-oxo-7-(trifluoromethyl)-1,2-dihydroquinoline-3-carboxylate